OC1=C(C(=O)NC(C(=O)O)CCCCCC)C=CC=C1 (2-hydroxybenzoamido)octanoic acid